CC1=NC(=CC(=C1)O[C@H]1CC[C@@H](N(C1)CC1=C(N=C(S1)NC(C)=O)F)C)C N-(5-(((2s,5s)-5-((2,6-dimethylpyridin-4-yl)oxy)-2-methylpiperidin-1-yl)methyl)-4-fluorothiazol-2-yl)acetamide